2,2-dimethoxy-1-n-hexadecyl-1-aza-2-silacyclopentane CO[Si]1(N(CCC1)CCCCCCCCCCCCCCCC)OC